ClC=1C(=C(C=CC1F)C(NS(=O)C(C)(C)C)C=1C=NC(=CC1)OCC(F)(F)F)F N-((3-chloro-2,4-difluorophenyl)(6-(2,2,2-trifluoroethoxy)-pyridin-3-yl)methyl)-2-methylpropane-2-sulfinamide